1-[4-(4-benzoyl-phenylthio)phenyl]-2-methyl-2-(toluene-4-sulfonyl)propan-1-one (3S,4S)-benzyl-4-(3-chlorophenyl)-3-nitropiperidine-1-carboxylate C(C1=CC=CC=C1)OC(=O)N1C[C@H]([C@@H](CC1)C1=CC(=CC=C1)Cl)[N+](=O)[O-].C(C1=CC=CC=C1)(=O)C1=CC=C(C=C1)SC1=CC=C(C=C1)C(C(C)(S(=O)(=O)C1=CC=C(C)C=C1)C)=O